(Boc)(3-cyano-1-(2,6-dimethyl-3-sulfamoylphenyl)-5,6-dimethyl-1H-pyrrolo[2,3-b]pyridin-2-yl)carbamic acid tert-butyl ester C(C)(C)(C)OC(N(C1=C(C=2C(=NC(=C(C2)C)C)N1C1=C(C(=CC=C1C)S(N)(=O)=O)C)C#N)C(=O)OC(C)(C)C)=O